ClC1=CC(=C(C=C1)C1(OC2=C(C=CC=C2C(C1)(F)F)C1CCN(CC1)C)C)F (4-(2-(4-chloro-2-fluorophenyl)-4,4-difluoro-2-methylchroman-8-yl)piperidin-1-yl)methan